2-(3,4-dimethoxy-2-methylsulfanylphenyl)ethanamine COC=1C(=C(C=CC1OC)CCN)SC